benzyl 4-fluoro-3-nitrophenylcarbamate FC1=C(C=C(C=C1)NC(OCC1=CC=CC=C1)=O)[N+](=O)[O-]